ClC1=CC2=C(N(C(N=C2N2[C@H](CN([C@@H](C2)C)C(C=C)=O)C)=O)C=2C(=NC=NC2C(C)C)CN(C)C)N=C1C1=C(C=CC=C1)F 6-Chloro-1-[4-[(dimethyl-amino)methyl]-6-isopropyl-pyrimidin-5-yl]-4-[(2S,5R)-2,5-dimethyl-4-prop-2-enoyl-piperazin-1-yl]-7-(2-fluoro-phenyl)pyrido[2,3-d]pyrimidin-2-one